ClC=1C=C(CNC(COC2=CC=C(C=C2)S(N(CC(C)C)CC(=O)NO)(=O)=O)=O)C=CC1 N-(3-chlorobenzyl)-2-(4-(N-(2-(hydroxyamino)-2-oxoethyl)-N-isobutylsulfamoyl)phenoxy)acetamide